(2S,11aR)-6-((S)-sec-butoxy)-7-fluoro-8-methyl-2-((2-oxo-1,2,3,4-tetrahydro-1,6-naphthyridin-7-yl)oxy)-2,3,11,11a-tetrahydro-1H,5H-benzo[f]pyrrolo[2,1-c][1,4]oxazepin-5-one [C@H](C)(CC)OC1=C(C(=CC2=C1C(N1[C@@H](CO2)C[C@@H](C1)OC1=NC=C2CCC(NC2=C1)=O)=O)C)F